C(C)NC=O n-Ethylformamid